CN1C(=O)NC(=O)C(C1=O)C 1,5-dimethylbarbituric acid